(2-amino-8-(4,4-difluoropiperidin-1-yl)quinazolin-6-yl)-4-bromo-2-(6-azaspiro[2.5]oct-6-yl)benzamide NC1=NC2=C(C=C(C=C2C=N1)C=1C(=C(C(=O)N)C=CC1Br)N1CCC2(CC2)CC1)N1CCC(CC1)(F)F